BrC1=CC(=C(OCC(C)(O)C)C=C1)[N+](=O)[O-] 1-(4-bromo-2-nitrophenoxy)-2-methylpropan-2-ol